8'-(Trifluoromethyl)-1',5'-dihydrospiro[cyclopropane-1,4'-furo[2,3-g]indazole]-7'-carboxylic acid ethyl ester C(C)OC(=O)C1=C(C2=C(CC3(C=4C=NNC24)CC3)O1)C(F)(F)F